4-Cyclohexyl-N-((3-phenyl-1H-pyrazol-4-yl)methyl)benzamide C1(CCCCC1)C1=CC=C(C(=O)NCC=2C(=NNC2)C2=CC=CC=C2)C=C1